N-(2-(4-Dodecylpiperazin-1-yl)ethyl)-N-((9Z,12Z)-octadeca-9,12-dien-1-yl)octadeca-9,12-dien-1-amine C(CCCCCCCCCCC)N1CCN(CC1)CCN(CCCCCCCCC=CCC=CCCCCC)CCCCCCCC\C=C/C\C=C/CCCCC